Methyl 2-(5-fluoro-1-oxo-6-(trifluoromethyl)spiro[3H-isoquinoline-4,1'-cyclopropane]-2-yl)acetate FC1=C2C(=CC=C1C(F)(F)F)C(N(CC21CC1)CC(=O)OC)=O